BrC1=NC=CC=C1 2-Bromopyridine